3-[3-(4-hydroxyphenoxy)propyl]oxazolidin-2-one OC1=CC=C(OCCCN2C(OCC2)=O)C=C1